9-(4,6-dichloro-1,3,5-triazin-2-yl)-4-phenyl-carbazole ClC1=NC(=NC(=N1)Cl)N1C2=CC=CC=C2C=2C(=CC=CC12)C1=CC=CC=C1